3-[3-(tert-Butoxycarbonylamino)propoxy]-4-[(3Z)-3-[(3-methoxycarbonyl-1H-pyrrol-2-yl)methylene]-2-oxo-1H-pyrrolo[2,3-C]pyridin-5-yl]pyrazole-1-carboxylic acid tert-butyl ester C(C)(C)(C)OC(=O)N1N=C(C(=C1)C=1C=C/2C(=CN1)NC(\C2=C/C=2NC=CC2C(=O)OC)=O)OCCCNC(=O)OC(C)(C)C